N[C@@]1([C@H]([C@@H](O[C@@H]1CO)N1C=NC=2C(=O)NC(N)=NC12)O)O 3'-aminoguanosine